NC1=NC(=NC(=C1OC)C1=CN(C2=CC=CC=C12)C)C1(CC(=C(C=C1)N(C)CCN(C)C)N)N 4-(4-amino-5-methoxy-6-(1-methyl-1H-indol-3-yl)pyrimidin-2-yl)-N1-(2-(dimethylamino)ethyl)-N1-methylbenzene-1,2,4-triamine